C(C=C)[C@H]1C(C[C@@H](O1)CCCO[Si](C1=CC=CC=C1)(C1=CC=CC=C1)C(C)(C)C)=C (3-((2S,5S)-5-allyl-4-methylenetetrahydrofuran-2-yl)propoxy)tert-butyldiphenylsilane